O1CCOC2=C1C=CC(=C2)C=2N=C1N(C(C2)=O)C=C(C=C1)N1CCNCC1 2-(2,3-dihydro-1,4-benzodioxin-6-yl)-7-(piperazin-1-yl)-4H-pyrido[1,2-a]pyrimidin-4-one